(R)-(6-((2,3-dihydrobenzo[b][1,4]dioxin-6-yl)sulfonyl)-1-(4-fluorophenyl)-4,4a,5,6,7,8-hexahydro-1H-pyrazolo[3,4-g]isoquinolin-4a-yl)(4-methylpyridin-2-yl)methanone O1C2=C(OCC1)C=C(C=C2)S(=O)(=O)N2C[C@]1(CC3=C(C=C1CC2)N(N=C3)C3=CC=C(C=C3)F)C(=O)C3=NC=CC(=C3)C